FC=1C=CC2=C(N=C(O2)CN2N=C(C=CC2=O)C=2C=NC(=NC2)OCC(F)(F)F)C1 2-((5-fluorobenzo[d]oxazol-2-yl)methyl)-6-(2-(2,2,2-trifluoroethoxy)pyrimidin-5-yl)pyridazin-3(2H)-one